CC(C)(C(C(C)(O)C)O)O 2,4-dimethyl-2,3,4-pentanetriol